NC1=C2C(N(C(C2=CC=C1)=O)[C@H](CS(=O)(=O)C)C1=CC(=C(C=C1)OC)OCC)=O (S)-4-amino-2-(1-(3-ethoxy-4-methoxyphenyl)-2-(methylsulfonyl)ethyl)isoindoline-1,3-dione